racemic-7-[4-[2-methoxy-4-(trifluoromethoxy)anilino]-3-methyl-1-piperidyl]-2,4-dimethyl-5-oxo-thiazolo[5,4-b]pyridine-6-carbonitrile COC1=C(NC2C(CN(CC2)C=2C3=C(N(C(C2C#N)=O)C)SC(=N3)C)C)C=CC(=C1)OC(F)(F)F